OC[C@H]1O[C@H](O)[C@H]([18F])[C@@H](O)[C@@H]1O 2-Deoxy-2-(18F)fluoro-D-glucose